CC(N(C1CC1)C(C1=C(N=CC(=C1)C=1C=NN(C1)C1=C(C=C(C=C1Cl)C(C(F)(F)F)(C(F)(F)F)F)Cl)Cl)=O)C(=O)O methyl-N-(2-chloro-5-(1-(2,6-dichloro-4-(perfluoropropan-2-yl)phenyl)-1H-pyrazol-4-yl)nicotinoyl)-N-cyclopropylglycine